2-(3-methoxyisoxazol-5-yl)-3-methyl-butan-1-one COC1=NOC(=C1)C(C=O)C(C)C